tert-butyl ((3R,6S)-6-(5-(2-(trifluoromethoxy)ethoxy)-1,3,4-oxadiazol-2-yl)tetrahydro-2H-pyran-3-yl)carbamate FC(OCCOC1=NN=C(O1)[C@@H]1CC[C@H](CO1)NC(OC(C)(C)C)=O)(F)F